CN(C1(CC1)CN1N=C2C=C(C(=CC2=C1)OC1=C(C=CC=C1C)C)C=1C2=C(C(N(C1)C)=O)NC(=C2)C(=O)NCC)C 4-(2-((1-(dimethylamino)cyclopropyl)methyl)-5-(2,6-dimethylphenoxy)-2H-indazol-6-yl)-N-ethyl-6-methyl-7-oxo-6,7-dihydro-1H-pyrrolo[2,3-c]pyridine-2-carboxamide